The molecule is a member of the class of pterocarpans that is (6aS,11aS)-3,6a,9-trihydroxypterocarpan in which the hydrogen atom at position 2 is substituted by a 3-methylbut-2-en-1-yl group. It is a member of phenols, a tertiary alcohol and a member of pterocarpans. It derives from a 3,6,9-trihydroxypterocarpan. CC(=CCC1=CC2=C(C=C1O)OC[C@@]3([C@H]2OC4=C3C=CC(=C4)O)O)C